COC(=O)C=1C(=NC(=C(N1)C=1C2=C(C=NC1)N(C=N2)C)NC)NC=2C=C(C(=NC2)N2[C@H]1CN([C@@H](C2)C1)C(=O)OC(C)(C)C)C tert-butyl (1R,4R)-5-[5-[[3-methoxycarbonyl-6-(methylamino)-5-(3-methylimidazo[4,5-c]pyridin-7-yl) pyrazin-2-yl]amino]-3-methyl-2-pyridyl]-2,5-diazabicyclo[2.2.1]heptane-2-carboxylate